(2S,3S)-ethyl 3-((2-bromo-7-(1,3-difluoropropan-2-yl)-7H-pyrrolo[2,3-d]pyrimidin-4-yl)amino)bicyclo[2.2.2]octane-2-carboxylate BrC=1N=C(C2=C(N1)N(C=C2)C(CF)CF)N[C@@H]2[C@H](C1CCC2CC1)C(=O)OCC